(S)-N-(2-(3-fluoropyrrolidin-1-yl)phenyl)-4-fluorobenzo[d]isothiazol-1,1-dioxide F[C@@H]1CN(CC1)C1=C(C=CC=C1)N1S(C2=C(C1)C(=CC=C2)F)(=O)=O